tert-butyl N-[(3R)-1-[4-(4-{3-cyano-9-ethyl-6,6-dimethyl-11-oxo-5H,6H,11H-benzo[b]carbazol-8-yl}piperazin-1-yl)-4-oxobutyl]pyrrolidin-3-yl]carbamate C(#N)C1=CC=C2C=3C(C4=C(C(C3NC2=C1)(C)C)C=C(C(=C4)CC)N4CCN(CC4)C(CCCN4C[C@@H](CC4)NC(OC(C)(C)C)=O)=O)=O